N-((R)-1-(3-amino-5-(trifluoromethyl)phenyl)ethyl)-7-(methoxymethyl)-2-methyl-7,8-dihydro-[1,4]dioxino[2,3-g]quinazolin-4-amine NC=1C=C(C=C(C1)C(F)(F)F)[C@@H](C)NC1=NC(=NC2=CC3=C(C=C12)OC(CO3)COC)C